N1(CCC1)CCN1N=CC(=C1)S(=O)(=O)C=1C=CC(=C(C1)C1=NN(C=C1NC(=O)C=1C=NN2C1N=CC=C2)C)OC(F)F N-[3-[5-[1-[2-(azetidin-1-yl)ethyl]pyrazol-4-yl]sulfonyl-2-(difluoromethoxy)phenyl]-1-methyl-pyrazol-4-yl]pyrazolo[1,5-a]pyrimidine-3-carboxamide